C1(CCC1)NC1=CC(=NC=N1)O[C@@H]1C[C@@H](N(C1)CC1=CN=C(S1)NC(C)=O)C N-(5-(((2S,4R)-4-((6-(cyclobutylamino)pyrimidin-4-yl)oxy)-2-methylpyrrolidin-1-yl)methyl)thiazol-2-yl)acetamide